CO[C@@H]([C@H](C(C)C)S(=O)(=O)N)CC=C (3S,4R)-4-METHOXY-2-METHYLHEPT-6-ENE-3-SULFONAMIDE